C(C)(C)(C)O.[Fe] Iron tert-Butanol